4-chloro-2-fluoro-N-(1-((4-fluorophenyl)sulfonyl)-1,2,3,4-tetrahydroquinolin-7-yl)benzenesulfonamide ClC1=CC(=C(C=C1)S(=O)(=O)NC1=CC=C2CCCN(C2=C1)S(=O)(=O)C1=CC=C(C=C1)F)F